methyl 1-[6-[[(1S,3R)-3-[[(3-methylisoxazole-5-carbonyl)amino]methyl]cyclopentyl]amino]-3-pyridyl]-6-oxo-pyridazine-3-carboxylate CC1=NOC(=C1)C(=O)NC[C@H]1C[C@H](CC1)NC1=CC=C(C=N1)N1N=C(C=CC1=O)C(=O)OC